C(C)C1=CC(=CO1)C(=O)O 5-Ethylfuran-3-carboxylic acid